ClC1=CC=C(C=N1)N1CCOCC1 4-(6-chloropyridin-3-yl)morpholine